C[C@@H](C(=O)N[C@@H](CC(=O)N)C(=O)N[C@@H](CC(=O)O)C(=O)N1CCC[C@H]1C(=O)O)N The molecule is a tetrapeptide composed of L-alanyl, L-asparagyl, L-aspartyl, and L-proline residues joined in sequence. It has a role as a metabolite. It derives from a L-alanine, a L-asparagine, a L-aspartic acid and a L-proline.